NC1=CC(=C2S(CCCCCC[C@](C3=NN=C(C1=N2)O3)(C(F)(F)F)O)(=O)=O)C(F)(F)F (6S)-17-amino-6-hydroxy-6,15-bis(trifluoromethyl)-19-oxa-13λ6-thia-3,4,18-triazatricyclo[12.3.1.12,5]nonadeca-1(18),2,4,14,16-pentaene-13,13-dione